2-{5-[5-Fluoro-6-(2-methoxy-ethoxy)-1H-indazol-3-yl]-isoxazol-3-yl}-thiazole-4-carboxylic acid FC=1C=C2C(=NNC2=CC1OCCOC)C1=CC(=NO1)C=1SC=C(N1)C(=O)O